BrC=1C=2N(C=C(C1)OCC1(CC1)O)N=CC2C#N 4-Bromo-6-((1-hydroxycyclopropyl)methoxy)pyrazolo[1,5-a]pyridine-3-carbonitrile